BrC1=NC=C2C=3C(=CC=CC13)C(N2)=O 6-bromopyrrolo[2,3,4-de]isoquinolin-2(1H)-one